Cl.FC1(CC(C1)NC(=O)[C@@H]1CN(CCC1)N=O)F (S)-N-(3,3-difluorocyclobutyl)-1-nitrosopiperidine-3-carboxamide hydrochloride